2-(2,4-difluorobenzyl)-7-methoxyimidazo[1,2-c]quinazolin-5-amine FC1=C(CC=2N=C3N(C(=NC=4C(=CC=CC34)OC)N)C2)C=CC(=C1)F